8-iodo-4,6-dimethylnonyl pentyloxymethyl ether C(CCCC)OCOCCCC(CC(CC(C)I)C)C